C(C)OP(=O)(OCC)O.C(CCCCC)N1CN(C=C1)C 1-hexyl-3-methylimidazole diethyl-phosphate salt